(1S,2S,3R,4R)-3-({5-chloro-2-[(1-ethyl-2,3,4,5-tetrahydro-6-methoxy-2-oxo-1H-1-benzazepin-7-yl)amino]-4-pyrimidinyl}amino)bicyclo[2.2.1]hept-5-ene-2-carboxamide ClC=1C(=NC(=NC1)NC=1C=CC2=C(CCCC(N2CC)=O)C1OC)N[C@H]1[C@H]([C@@H]2C=C[C@H]1C2)C(=O)N